N-(5-((6-((R)-3-(2,3-dichlorophenyl)isoxazolidine-2-yl)pyrimidine-4-yl)amino)-2-(4-((2-(dimethylamino)ethyl)(methyl)amino)piperidine-1-yl)-4-methoxyphenyl)acrylamide ClC1=C(C=CC=C1Cl)[C@@H]1N(OCC1)C1=CC(=NC=N1)NC=1C(=CC(=C(C1)NC(C=C)=O)N1CCC(CC1)N(C)CCN(C)C)OC